ClC=1C(=NC=CC1C=1C(=NC(=NC1C)N1CCC2(CC1)C(C1=CC=CC=C1C2)=O)C#N)OC 5-(3-Chloro-2-methoxypyridin-4-yl)-6-methyl-2-(1-oxo-1,3-dihydrospiro[indene-2,4'-piperidin]-1'-yl)pyrimidine-4-carbonitrile